7-(cyclobutylmethoxy)-5-fluoro-2-(2,7-diazaspiro[3.5]nonan-2-yl)quinazolin-4(3H)-one hydrochloride Cl.C1(CCC1)COC1=CC(=C2C(NC(=NC2=C1)N1CC2(C1)CCNCC2)=O)F